C(C)OC(CCN1[C@@H](CN(CC1)C1=NC=C(N=C1)C=O)COC)=O 3-[(2S)-4-(5-Formylpyrazin-2-yl)-2-(methoxymethyl)piperazin-1-yl]Propionic acid ethyl ester